2-[(4-{6-[(4-chloro-2-fluorobenzyl)oxy]pyridin-2-yl}piperidin-1-yl)methyl]-1-(tetrahydrofuran-3-yl)-1H-benzimidazole-6-carboxylic acid ClC1=CC(=C(COC2=CC=CC(=N2)C2CCN(CC2)CC2=NC3=C(N2C2COCC2)C=C(C=C3)C(=O)O)C=C1)F